n-methyl-5-(pyrrolidin-3-yloxy)-7-(trifluoromethyl)thieno[3,2-b]pyridine-3-carboxamide hydrochloride Cl.CNC(=O)C1=CSC=2C1=NC(=CC2C(F)(F)F)OC2CNCC2